Cl.N[C@H]1[C@H]([C@@H]2C=C[C@H]1C2)C(=O)NC2=CC(=C(C=C2)F)S(F)(F)(F)(F)F (1S,2S,3R,4R)-3-Amino-N-(4-fluoro-3-(pentafluoro-λ6-sulfaneyl)phenyl)bicyclo[2.2.1]hept-5-ene-2-carboxamide hydrochloride